ClC1=NC(=CC=C1COC1=CC=CC(=N1)C1=CC(=C(CC2=NC3=C(N2C[C@H]2OCC2)C=C(C=C3)C(=O)O)C=C1F)F)C#CC=1C=NN(C1)C (S)-2-(4-(6-((2-chloro-6-((1-methyl-1H-pyrazol-4-yl)ethynyl)pyridin-3-yl)methoxy)pyridin-2-yl)-2,5-difluorobenzyl)-1-(oxetan-2-ylmethyl)-1H-benzo[d]imidazole-6-carboxylic acid